C(C)OC(=O)C=1C(C=C2N([C@@H](CC=3C=C(C(=NC23)OC)OCC2CC2)C(C)(C)C)C1)=O (S)-6-(tert-butyl)-3-(cyclopropylmethoxy)-2-methoxy-10-oxo-5,10-dihydro-6H-pyrido[1,2-H][1,7]Naphthyridine-9-carboxylic acid ethyl ester